(E)-(2-cyclopentylvinyl)boronic acid C1(CCCC1)/C=C/B(O)O